methyl (E)-2,6-dichloro-4-(2-(diethoxyphosphono)vinyl)benzoate ClC1=C(C(=O)OC)C(=CC(=C1)\C=C\P(=O)(OOCC)OOCC)Cl